ClC1=CC(=C(C=C1)[C@@]1(OC2=C(O1)C=CC=C2C2CCN(CC2)CC=2N(C(=C(N2)C2=CN=C(O2)C(=O)O)C)C[C@H]2OCC2)C)F 5-(2-((4-((S)-2-(4-chloro-2-fluorophenyl)-2-methylbenzo[d][1,3]dioxol-4-yl)piperidin-1-yl)methyl)-5-methyl-1-(((S)-oxetan-2-yl)methyl)-1H-imidazol-4-yl)oxazole-2-carboxylic acid